IC1CC(N(CC1)C(=O)[O-])C(=O)[O-] 4-iodopiperidine-1,2-dicarboxylate